2-Bromo-3-methyl-5-nitrophenol BrC1=C(C=C(C=C1C)[N+](=O)[O-])O